2-Methoxyethenol COC=CO